C(C)C=1C=CC=C2C=CC=C(C12)C1=C(C=2N=C(N=C(C2C=N1)N1C[C@@H](NCC1)CC#N)OC[C@H]1N(CCC1)C)F 2-((S)-4-(7-(8-ethylnaphthalen-1-yl)-8-fluoro-2-(((S)-1-methylpyrrolidin-2-yl)methoxy)pyrido[4,3-d]pyrimidin-4-yl)piperazin-2-yl)acetonitrile